N-[5-(2-fluoroethoxy)-4,6-dimethoxy-pyrimidin-2-yl]-5-(2-fluorophenyl)-1H-pyrrole-3-sulfonamide FCCOC=1C(=NC(=NC1OC)NS(=O)(=O)C1=CNC(=C1)C1=C(C=CC=C1)F)OC